FC(O[C@@H]1C[C@H](N(C1)C(CNC(C1=CC(=CC=C1)CC1=C(C=C(C=C1)C)F)=O)=O)C(=O)NCC1=CC=2C=NC=CC2N1S(=O)(=O)C1=CC=CC=C1)F (2S,4R)-4-(difluoromethoxy)-1-((3-(2-fluoro-4-methylbenzyl)benzoyl)glycyl)-N-((1-(phenylsulfonyl)-1H-pyrrolo[3,2-c]pyridin-2-yl)methyl)pyrrolidine-2-carboxamide